3-bromo-6-methoxy-7-(1-methyl-1H-pyrazol-3-yl)-1H-pyrrolo[3,2-c]pyridine BrC1=CNC2=C1C=NC(=C2C2=NN(C=C2)C)OC